propoxystyrene C(CC)OC=CC1=CC=CC=C1